COC([C@H](C)NP(=O)(CCC)OC1=CC(=CC(=C1C1CCCC(=C1)C)OP(=O)(CCC)N[C@@H](C)C(=O)OC)CCCCC)=O methyl (((6-(((((S)-1-methoxy-1-oxopropan-2-yl)amino)(propyl)phosphoryl)oxy)-5'-methyl-4-pentyl-1',2',3',4'-tetrahydro-[1,1'-biphenyl]-2-yl)oxy)(propyl)phosphoryl)-L-alaninate